3-(6-(phenylsulfonyl)-1,6-dihydroimidazo[4,5-d]Pyrrolo[2,3-b]Pyridin-2-yl)cyclopentan-1-ol C1(=CC=CC=C1)S(=O)(=O)N1C=CC=2C1=NC=C1C2NC(=N1)C1CC(CC1)O